C1(CC1)S(=O)(=O)NC=1SC(=C(N1)C(C(=O)NC1=CC=C(C=C1)C1=NC(=CN=C1)OCC)(C)C)C 2-(2-(cyclopropanesulfonamido)-5-methylthiazol-4-yl)-N-(4-(6-ethoxypyrazin-2-yl)phenyl)-2-methylpropanamide